[Br-].C(CCCCCCCCCCC)[N+](CC1=CC=CC=C1)(CC)CC N-dodecyl-N,N-diethyl-N-benzyl-ammonium bromide